(5-chloropyridin-2-yl)(3-(2'-ethyl-3-(hydroxymethyl)-3'-methylbiphenyl-4-yl)pyrrolidin-1-yl)methanone ClC=1C=CC(=NC1)C(=O)N1CC(CC1)C1=C(C=C(C=C1)C1=C(C(=CC=C1)C)CC)CO